1-(3-fluorophenyl)-5-methylpyridin-2-one FC=1C=C(C=CC1)N1C(C=CC(=C1)C)=O